tert-butyl ((5,8-dimethoxy-1,2,3,4-tetrahydro naphthalen-1-yl)methyl)carbamate COC1=C2CCCC(C2=C(C=C1)OC)CNC(OC(C)(C)C)=O